C(C)(C)(C)OC(=O)C1=CC=C(C=C1)C1=CC=C(C=C1)C1=N[C@H](C=2N(C3=C1C(=C(S3)CO)C)C(=NN2)C)CC(=O)OC 4'-[(6S)-2-(hydroxymethyl)-6-(2-methoxy-2-oxoethyl)-3,9-dimethyl-6H-thieno[3,2-f][1,2,4]triazolo[4,3-a][1,4]diazepin-4-yl][1,1'-biphenyl]-4-carboxylic acid tert-butyl ester